tert-Butyl N-[1-[4-[1-(3-chloro-2-fluoro-phenyl)ethylamino]pyrido[3,2-d]pyrimidin-6-yl]azetidin-3-yl]carbamate ClC=1C(=C(C=CC1)C(C)NC=1C2=C(N=CN1)C=CC(=N2)N2CC(C2)NC(OC(C)(C)C)=O)F